C[C@H]1CN(CC[C@H]1C1=CC(=CC=C1)C(F)(F)F)C(=O)C1CC2(C1)NC(OC2)=O |r| (rac)-(2s,4s)-2-((3r,4r)-3-methyl-4-(3-(trifluoromethyl)phenyl)piperidine-1-carbonyl)-7-oxa-5-azaspiro[3.4]octan-6-one